(4-(2,3-difluoro-4-(1H-pyrazol-4-yl)phenyl)piperidin-1-yl)(4,4-difluorocyclohexyl)methanone FC1=C(C=CC(=C1F)C=1C=NNC1)C1CCN(CC1)C(=O)C1CCC(CC1)(F)F